tert-Butyl 10-chloro-9-(5-methyl-1H-indazol-4-yl)-6-oxo-3,4,12,12a-tetrahydro-6H-benzo[f]pyrazino[2,1-c][1,4]oxazepine-2(1H)-carboxylate ClC1=C(C=CC=2C(N3C(COC21)CN(CC3)C(=O)OC(C)(C)C)=O)C3=C2C=NNC2=CC=C3C